4-[4-(3-Cyclopropylmethoxymethyl-thiophen-2-yl)-2,6-difluoro-phenoxy]-butyric acid ethyl ester C(C)OC(CCCOC1=C(C=C(C=C1F)C=1SC=CC1COCC1CC1)F)=O